BrC1=C(C=C(C=C1OC)C1CN(CCO1)C(=O)OC(C)(C)C)OC tert-butyl 2-(4-bromo-3,5-dimethoxyphenyl)morpholine-4-carboxylate